acryloyl-(oxymethyl)-4-trifluoromethyloxetane C(C=C)(=O)OCC1OC(C1)C(F)(F)F